ClC=1C(=CC(=C(C1)N1C(C=CC2=CC(=CC=C12)S(=O)(=O)NC=1N=NC=CC1)=O)OC)[C@H]1[C@@H](C1)C(F)(F)F (P)-1-(5-CHLORO-2-METHOXY-4-((1R,2R)-2-(TRIFLUOROMETHYL)CYCLOPROPYL)PHENYL)-2-OXO-N-(PYRIDAZIN-3-YL)-1,2-DIHYDROQUINOLINE-6-SULFONAMIDE